FC1=CC(=C(C=C1)N1C(SCC1=O)C1=CSC=C1)C 3-(4-Fluoro-2-methylphenyl)-2-(thiophen-3-yl)-1,3-thiazolidin-4-one